FC=1C=C(C=C(C1OC(F)(F)F)F)C1=C(C=C(C=C1)C1=CCC(CC1)C1OCC(CC1)CCC)F 2-[4-[4-[3,5-difluoro-4-(trifluoromethoxy)phenyl]-3-fluorophenyl]cyclohex-3-en-1-yl]-5-propyltetrahydropyran